BrC1=CC(=C(O[C@H](C(=O)O)C)C=C1)[C@@H]1[C@H](C1)CO (2S)-2-{4-bromo-2-[(1S,2S)-2-(hydroxymethyl)cyclopropyl]phenoxy}propanoic acid